triisopropyl orthovalerate C(CCCC)(OC(C)C)(OC(C)C)OC(C)C